C1(Cl)C2(CO2)O1 epoxyepichlorohydrin